The molecule is a steroid glucuronide anion that is the conjugate base of 4-methoxyestrone 3-O-(beta-D-glucuronide) arising from deprotonation of the carboxylic acid function; major species at pH 7.3. It is a steroid glucosiduronic acid anion, a beta-D-glucosiduronate and a monocarboxylic acid anion. It is a conjugate base of a 4-methoxyestrone 3-O-(beta-D-glucuronide). C[C@]12CC[C@H]3[C@H]([C@@H]1CCC2=O)CCC4=C3C=CC(=C4OC)O[C@H]5[C@@H]([C@H]([C@@H]([C@H](O5)C(=O)[O-])O)O)O